FC1(CN(CC1)C1=CC2=C(C=CC=3C(C=4C=CC=CC4NC23)=O)C=C1)F 2-(3,3-difluoropyrrolidin-1-yl)benzo[c]acridin-7(12H)-one